C(C)(C)(C)C1=CC=C(C=C1)[C@H](C)NC(=O)C=1C=C2C(=C(N(C2=CC1)CC=1C=C(OCC(=O)OC)C=CC1)C)C (S)-Methyl 2-(3-((5-((1-(4-(tert-butyl)phenyl)ethyl)carbamoyl)-2,3-dimethyl-1H-indol-1-yl)methyl)phenoxy)acetate